trihexyl-(tetradecyl)phosphonium chloride [Cl-].C(CCCCC)[P+](CCCCCCCCCCCCCC)(CCCCCC)CCCCCC